S(O)(O)(=O)=O.O(C1=CC=CC=C1)C(C)O phenoxyethanol-sulfuric acid salt